[O-]O.C(C)C1=CC=CC=C1 p-ethylbenzene hydroperoxide